4-(2-chloroacetylamino)-2,2,6,6-tetramethylpiperidine ClCC(=O)NC1CC(NC(C1)(C)C)(C)C